[Si](C1=CC=CC=C1)(C1=CC=CC=C1)(C(C)(C)C)OC1CC(C1)CN1C[C@@H](CCC1)NC1=CC(=C(N=N1)C1=C(C2=C(SC=C2)C=C1)O)C 5-(6-(((R)-1-(((1s,3S)-3-((tert-butyldiphenylsilyl)oxy)cyclobutyl)methyl)piperidin-3-yl)amino)-4-methylpyridazin-3-yl)benzo[b]thiophen-4-ol